6-(5-(4-ethoxy-1-isopropylpiperidin-4-yl)pyridin-2-yl)-4-(piperazin-1-yl)pyrrolo[1,2-b]pyridazine C(C)OC1(CCN(CC1)C(C)C)C=1C=CC(=NC1)C=1C=C2N(N=CC=C2N2CCNCC2)C1